CC1(CCC2(CCC(O2)OC(CO)CCC)CC1)C 2-((8,8-dimethyl-1-oxaspiro[4.5]decan-2-yl)oxy)pentan-1-ol